OC/C=C/C(=O)O trans-4-Hydroxycrotonic acid